thiophene-2-formic acid copper (I) [Cu+].S1C(=CC=C1)C(=O)O